5-((R)-2-(5-fluoropyridin-3-yl)pyrrolidin-1-yl)-N-((S)-2-hydroxypropyl)pyrazolo[1,5-a]pyrimidine-3-carboxamide FC=1C=C(C=NC1)[C@@H]1N(CCC1)C1=NC=2N(C=C1)N=CC2C(=O)NC[C@H](C)O